CN1CCC(CC1)N1N=CC(=C1)B1OC(C(O1)(C)C)(C)C 1-methyl-4-(4-(4,4,5,5-tetramethyl-1,3,2-dioxaborolan-2-yl)-1H-pyrazol-1-yl)piperidine